3-(4-((4-(((trans)-4-hydroxycyclohexyl)amino)pyrimidin-2-yl)amino)phenyl)acrylic acid O[C@@H]1CC[C@H](CC1)NC1=NC(=NC=C1)NC1=CC=C(C=C1)C=CC(=O)O